C/C(/C(=O)O)=C\C1=CC(=C(C=C1)O)CC methyl-(E)-3-(3-ethyl-4-hydroxyphenyl)acrylic acid